C(C)(C)N(C(C)C)[SiH3] N,N-diisopropylaminosilane